N-(4-fluoro-5-(((2S,4R)-2-methyl-4-((2-methyl-2H-pyrazolo[4,3-c]pyridin-4-yl)oxy)pyrrolidin-1-yl)methyl)thiazol-2-yl)acetamide FC=1N=C(SC1CN1[C@H](C[C@H](C1)OC1=NC=CC=2C1=CN(N2)C)C)NC(C)=O